(1S,3S,4S,6R,7S)-6-hydroxy-7-iodo-2-((R)-1-phenylethyl)-2-azabicyclo[2.2.1]Heptane-3-carboxylic acid methyl ester COC(=O)[C@H]1N([C@H]2[C@@H](C[C@@H]1[C@@H]2I)O)[C@H](C)C2=CC=CC=C2